BrC1=C(C=CC(=C1)F)C=1C(=NNC1NC1=C(C=CC=C1)F)C 4-(2-bromo-4-fluorophenyl)-N-(2-fluoro-phenyl)-3-methyl-1H-pyrazol-5-amine